FCCCN1N=NC(=C1)CC=1C(=C(C=O)C=CC1)NC (1-(3-fluoropropyl)-1H-1,2,3-triazol-4-yl)methyl-methylaminobenzaldehyde